[C@@H]12[C@H](N(C[C@H]2O1)C(=O)OCC1=CC=CC=C1)C(=O)OCC1=CC=CC=C1 dibenzyl (1S,2S,5R)-6-oxa-3-azabicyclo[3.1.0]hexane-2,3-dicarboxylate